FS(C1=CC=C(OC2=NC=CC=C2C=2C=C3C(=NC2)N=CN3)C=C1)(F)(F)(F)F 6-(2-(4-(Pentafluoro-λ6-sulfaneyl)phenoxy)pyridin-3-yl)-1H-imidazo[4,5-b]pyridine